C(C=C)(=O)OC(C)C(C(CC)C)C 3,4,5-trimethyl-2-pentyl acrylate